Cl.Cl.ClC=1C=CC=C2C(=CN(C12)C\C=C\[C@H]1NCCC[C@@H]1O)C(=O)OC methyl 7-chloro-1-((E)-3-((2R,3S)-3-hydroxypiperidin-2-yl) allyl)-1H-indole-3-carboxylate dihydrochloride